(2S)-2-amino-4-phosphonobutanoic acid N[C@H](C(=O)O)CCP(=O)(O)O